(R)-2-(benzyloxy)-3-(octadecyloxy)propyl ((4-nitrophenoxy)(phenoxy)phosphoryl)alaninate [N+](=O)([O-])C1=CC=C(OP(=O)(OC2=CC=CC=C2)N[C@@H](C)C(=O)OC[C@@H](COCCCCCCCCCCCCCCCCCC)OCC2=CC=CC=C2)C=C1